3-(but-3-en-1-yl)-N-(3-methyloxetan-3-yl)-2,4-dioxo-1H-quinazoline-6-sulphonamide C(CC=C)N1C(NC2=CC=C(C=C2C1=O)S(=O)(=O)NC1(COC1)C)=O